4-{6-[(3-tert-butyl-1,3-dihydro-2-benzofuran-4-yl)oxy]pyridin-3-yl}-5-methyl-2,4-dihydro-3H-1,2,4-triazol-3-one C(C)(C)(C)C1OCC2=C1C(=CC=C2)OC2=CC=C(C=N2)N2C(NN=C2C)=O